OCCN1CCN(CC1)CC1=CC=C2C(NC(=NC2=C1)C1=CC=CC=C1)=O 7-{[4-(2-hydroxyethyl)piperazin-1-yl]methyl}-2-phenyl-3,4-dihydro-quinazolin-4-one